CN1C[C@H]2[C@@H](CC1)CCN2C2=C(C=C(N=N2)C2=C(C=C(C=C2C)C)O)C(F)F 2-[6-[(3aS,7aR)-6-methyl-3,3a,4,5,7,7a-hexahydro-2H-pyrrolo[2,3-c]pyridin-1-yl]-5-(difluoromethyl)pyridazin-3-yl]-3,5-dimethyl-phenol